C[Si](CCOCN1N=C(C=C1)C(C)(C)O)(C)C 2-(1-((2-(trimethylsilyl)ethoxy)methyl)-1H-pyrazol-3-yl)propan-2-ol